6-(aminomethyl)pyridine NCC1=CC=CC=N1